COC(CCC1=CC(=C(C(=C1)CC1=CC(=C(C(=C1)C(C)(C)C)O)C(C)(C)C)O)C(C)(C)C)=O 3-(3-(tert-butyl)-5-(3,5-di-tert-butyl-4-hydroxybenzyl)-4-hydroxyphenyl)propionic acid methyl ester